FC(CP(OC(C(F)(F)F)C=C)([O-])=O)(F)F vinyl(2,2,2-trifluoroethyl) (2,2,2-trifluoroethyl)phosphonate